4'-acetyl-4-(trifluoromethyl)biphenyl C(C)(=O)C1=CC=C(C=C1)C1=CC=C(C=C1)C(F)(F)F